1-(4-((9-cyclopentyl-8-(phenylamino)-9H-purin-2-yl)amino)phenyl)piperidine C1(CCCC1)N1C2=NC(=NC=C2N=C1NC1=CC=CC=C1)NC1=CC=C(C=C1)N1CCCCC1